C(C1=CC=CC=C1)OC1=CC=C(C=C1)CCC#C 1-(benzyloxy)-4-(but-3-yn-1-yl)benzene